FC=1C=C(CN2C=NC(=C2)NC(C(C)N2CC(C(CC2)(F)F)C2=CC=[N+](C=C2)[O-])=O)C=C(C1)F 4-(1-(1-((1-(3,5-difluorobenzyl)-1H-imidazol-4-yl)amino)-1-oxopropan-2-yl)-4,4-difluoropiperidin-3-yl)pyridine 1-oxide